tert-butyl 4-(2,2-dibromoethenyl)piperidine-1-carboxylate BrC(=CC1CCN(CC1)C(=O)OC(C)(C)C)Br